ClC=1C(=NC=CC1)SC=1C=2N(C=C(C1)C=1C=NN(C1)[C@@H]1CN(CCC1)C(=O)OC(C)(C)C)N=CC2C#N tert-butyl (3S)-3-[4-[4-[(3-chloro-2-pyridyl)sulfanyl]-3-cyano-pyrazolo[1,5-a]pyridin-6-yl]pyrazol-1-yl]piperidine-1-carboxylate